5-(2-(4-(benzyloxy)pyridin-2-yl)-1-(methoxymethyl)-1H-pyrrolo[2,3-b]pyridin-4-yl)-1H-indazol-3-amine C(C1=CC=CC=C1)OC1=CC(=NC=C1)C1=CC=2C(=NC=CC2C=2C=C3C(=NNC3=CC2)N)N1COC